F[C@H]1[C@@H](O[C@@H]([C@H]1O)CO)N1C=NC=2C(N)=NC=NC12 2'-fluorodeoxyadenosine